C1C(CC12CCNCC2)NC2=NC(=NC=N2)C#N 4-(7-Azaspiro[3.5]nonan-2-ylamino)-1,3,5-triazine-2-carbonitrile